C(CC)(=O)[O-].[Rh+2].C(CC)(=O)[O-] Rhodium (II) propionate